Ethyl 2-(3-(2-(5-((4,6-difluoro-1-((2-(trimethylsilyl)ethoxy)methyl)-1H-indol-5-yl)oxy)-2-fluorophenyl)-1H-imidazol-4-yl)-3-methyl-2,3-dihydrobenzofuran-7-yl)acetate FC1=C2C=CN(C2=CC(=C1OC=1C=CC(=C(C1)C=1NC=C(N1)C1(COC2=C1C=CC=C2CC(=O)OCC)C)F)F)COCC[Si](C)(C)C